(5-(6-(4-hydroxypiperidin-1-yl)-1H-benzo[d]imidazol-2-yl)-1H-pyrrol-3-yl)(2-(trifluoromethyl)phenyl)methanone OC1CCN(CC1)C=1C=CC2=C(NC(=N2)C2=CC(=CN2)C(=O)C2=C(C=CC=C2)C(F)(F)F)C1